ClC1=CC=C(C=C1)N(C(=O)N)CCC1=CC=C(C=C1)[N+](=O)[O-] (4-chlorophenyl)-1-[2-(4-nitrophenyl)ethyl]Urea